ClC1=C(C=CC=C1)C1NCCC(C1)(C)C 2-(2-chlorophenyl)-4,4-dimethyl-piperidine